C(CCCCCCC)C(CNC([C@@H](NC([C@@H](NC([C@@H](NC(C)=O)C)=O)C)=O)C)=O)CCCCCCCCCC N-acetyl-L-alanyl-L-alanyl-L-alanine (2-octyldodecyl)amide